C1(=CC=C(C=C1)C1=CC=2N(C=N1)C=C(N2)C(=O)O)C2=CC=CC=C2 7-([1,1'-biphenyl]-4-yl)imidazo[1,2-c]pyrimidine-2-carboxylic acid